CC1=C(C[N+](=O)[O-])C(=CC=C1)C 2,6-dimethylnitrotoluene